(1R,4aR,4bR,10aR)-N-(6-aminopyrimidin-4-yl)-N-(4-fluorophenyl)-7-isopropyl-1,4a-dimethyl-1,2,3,4,4a,4b,5,6,10,10a-decahydrophenanthrene-1-carboxamide NC1=CC(=NC=N1)N(C(=O)[C@@]1(CCC[C@@]2([C@H]3CCC(=CC3=CC[C@@H]12)C(C)C)C)C)C1=CC=C(C=C1)F